N1(CCC1)C1=NC(=CC=2N=C(N=CC21)S(=O)C)C=2C=C(C=C1C=CC(=C(C21)C#N)F)OCOC 8-[5-(azetidin-1-yl)-2-methanesulfinylpyrido[4,3-d]pyrimidin-7-yl]-2-fluoro-6-(methoxymethoxy)naphthalene-1-carbonitrile